(4-hydroxyphenyl)sulfonium triflate [O-]S(=O)(=O)C(F)(F)F.OC1=CC=C(C=C1)[SH2+]